tert-butyl 2-((3-oxo-2-(6-oxopiperidin-3-yl)isoindolin-5-yl)oxy)acetate O=C1N(CC2=CC=C(C=C12)OCC(=O)OC(C)(C)C)C1CNC(CC1)=O